(S)-2-(4-(3-((4-cyano-2-fluorobenzyl)oxy)-1H-pyrazol-1-yl)-2,5-difluorobenzyl)-1-(oxetan-2-ylmethyl)-1H-benzo[d]imidazole-6-carboxylic acid C(#N)C1=CC(=C(COC2=NN(C=C2)C2=CC(=C(CC3=NC4=C(N3C[C@H]3OCC3)C=C(C=C4)C(=O)O)C=C2F)F)C=C1)F